5-isooctylfuran-2-formaldehyde C(CCCCC(C)C)C1=CC=C(O1)C=O